ethyl 8-[(2R,5S)-5-ethyl-2-(methoxymethyl)morpholin-4-yl]-6-[(1-methylcyclopropyl)sulfamoyl]imidazo[1,5-a]pyridine-3-carboxylate C(C)[C@H]1CO[C@H](CN1C=1C=2N(C=C(C1)S(NC1(CC1)C)(=O)=O)C(=NC2)C(=O)OCC)COC